4-(1-{2-[4-(2,3-dimethylphenyl)piperazin-1-yl]-2-oxoethyl}-1,4,5,6-tetrahydrocyclopenta[c]pyrazole-3-carbonyl)-N,N-dimethylpiperazine-1-sulfonamide CC1=C(C=CC=C1C)N1CCN(CC1)C(CN1N=C(C2=C1CCC2)C(=O)N2CCN(CC2)S(=O)(=O)N(C)C)=O